S1C=C(C=C1)C=CC(=O)O 3-(thiophen-3-yl)acrylic acid